ClC1=C(C=C(C(=C1)F)OC)C1=CC=2NC(N(C(C2S1)=O)C1=CN=CC2=CC=CC(=C12)Cl)=O 6-(2-chloro-4-fluoro-5-methoxy-phenyl)-3-(5-chloro-4-isoquinolinyl)-1H-thieno[3,2-d]pyrimidine-2,4-dione